(1S,3'R,4'S,5'S,6'R)-5-chloro-6-(4-ethylbenzyl)-6'-(hydroxymethyl)-2,3,3',4',5',6'-hexahydrospiro[indene-1,2'-pyran]-3',4',5'-triol ClC=1C=C2CC[C@]3(O[C@@H]([C@H]([C@@H]([C@H]3O)O)O)CO)C2=CC1CC1=CC=C(C=C1)CC